[N-](S(=O)(=O)C(F)(F)F)S(=O)(=O)C(F)(F)F.C(CCCCCCC)[N+](CCCCC)(CCCCC)CCCCC octyltripentylammonium bis(trifluoromethylsulfonyl)imide salt